N,N-dimethyl-1-(3-methyl-7-morpholino-5-(3-(m-tolyl)-1H-pyrazol-1-yl)-3H-imidazo[4,5-b]pyridin-2-yl)methanamine CN(CC1=NC=2C(=NC(=CC2N2CCOCC2)N2N=C(C=C2)C=2C=C(C=CC2)C)N1C)C